FC(C=1C=C(C=CC1)NC(NN)=S)(F)F 4-(3-trifluoromethylphenyl)thiosemicarbazide